ClC1=CC(=C(N=N1)C(=O)N)NC1=C(C(=CC=C1)C1=NN(C(=C1)P(=O)(CC)CC)C)OC 6-chloro-4-((3-(5-(diethylphosphoryl)-1-methyl-1H-pyrazol-3-yl)-2-methoxyphenyl)amino)pyridazine-3-carboxamide